tri-tert-butyl (3S,10S,14S)-1-[(1r,4S)-4-(aminomethyl)cyclohexyl]-3-[([1,1'-biphenyl]-4-yl)methyl]-1,4,12-trioxo-2,5,11,13-tetraazahexadecane-10,14,16-tricarboxylate NCC1CCC(CC1)C(N[C@H](C(NCCCC[C@H](NC(N[C@@H](CCC(=O)OC(C)(C)C)C(=O)OC(C)(C)C)=O)C(=O)OC(C)(C)C)=O)CC1=CC=C(C=C1)C1=CC=CC=C1)=O